7-((2S,5R)-2,5-dimethyl-4-(1-(quinoxalin-6-yl-2,3-d2)ethyl)piperazin-1-yl)-4-methyl-2-(tetrahydro-2H-pyran-2-yl)-2,4-dihydro-5H-pyrazolo[4,3-b]pyridin-5-one C[C@@H]1N(C[C@H](N(C1)C(C)C=1C=C2N=C(C(=NC2=CC1)[2H])[2H])C)C=1C=2C(N(C(C1)=O)C)=CN(N2)C2OCCCC2